ClC1=CC(=C(C=C1)N1CCC2(C=3C=CC(=NC3CNC2)C=2C(=NC=CC2)OCC)CC1)C(F)(F)F 1-(4-chloro-2-(trifluoromethyl)phenyl)-2'-(2-ethoxypyridin-3-yl)-7',8'-dihydro-6'H-spiro[piperidine-4,5'-[1,7]naphthyridine]